20-(((2R,3S,5R)-5-(6-amino-2-fluoro-9H-purin-9-yl)-2-ethynyl-2-(hydroxymethyl)tetrahydrofuran-3-yl)oxy)-20-oxoicosanoic acid NC1=C2N=CN(C2=NC(=N1)F)[C@H]1C[C@@H]([C@](O1)(CO)C#C)OC(CCCCCCCCCCCCCCCCCCC(=O)O)=O